tert-Butyl 4-(2-(2-methoxyethoxy)ethoxy)phenethylcarbamate COCCOCCOC1=CC=C(CCNC(OC(C)(C)C)=O)C=C1